5-(oxetan-3-yl)benzo[b]thiophene-7-carbonitrile O1CC(C1)C1=CC2=C(SC=C2)C(=C1)C#N